3-(1-methyl-6-(((R)-1-(piperidin-4-ylmethyl)pyrrolidin-3-yl)oxy)-1H-indazol-3-yl)piperidine-2,6-dione CN1N=C(C2=CC=C(C=C12)O[C@H]1CN(CC1)CC1CCNCC1)C1C(NC(CC1)=O)=O